nitrilotris(methylene)triphosphonic Acid N(CP(O)(O)=O)(CP(O)(O)=O)CP(O)(O)=O